CN([C@@H](C(=O)N(C)[C@@H](C)C1=CC=C(C=C1)C1=NNC(=C1C(C)C)C=1C=C(C=2N(C1)N=CN2)OC)C)C (R)-2-(dimethylamino)-N-((S)-1-(4-(4-isopropyl-5-(8-methoxy-[1,2,4]triazolo[1,5-a]pyridin-6-yl)-1H-pyrazol-3-yl)phenyl)ethyl)-N-methylpropanamide